C(=O)(O)C1=CC=C(C=C1)[Zn](C1=CC=C(C=C1)C(=O)O)(C1=CC=C(C=C1)C(=O)O)C1=CC=C(C=C1)C(=O)O.[Zn] zinc tetra(4-carboxyphenyl)zinc